5-(3-(4,4,4-trifluorobut-1-ynyl)phenoxy)-1H-1,2,3-triazole-4-carboxylic acid FC(CC#CC=1C=C(OC2=C(N=NN2)C(=O)O)C=CC1)(F)F